C(C1=CC=CC=C1)OC1CC2(CC(C2)(C2=CC(=CC=C2)Br)C2=NN=CN2C)C1 3-(6-(benzyloxy)-2-(3-bromophenyl)spiro[3.3]heptane-2-yl)-4-methyl-4H-1,2,4-triazole